N-tert-butyl-5-[3-methyl-3-(pyridin-2-yl)azetidine-1-carbonyl]pyridin-2-amine C(C)(C)(C)NC1=NC=C(C=C1)C(=O)N1CC(C1)(C1=NC=CC=C1)C